F[C@@H]1CN(C[C@H](C1)NC1=NC=CC(=N1)C=1C(=NC=CC1)F)C(=O)OCC1=CC=CC=C1 Benzyl (3S,5S)-3-fluoro-5-((4-(2-fluoro-3-pyridyl)pyrimidin-2-yl)amino)piperidine-1-carboxylate